Ethyl 2,4-dibromobutyrate BrC(C(=O)OCC)CCBr